CN(C(=O)N1N=CN=C1)C1CC2CNC=3N(C2CC1)N=C(C3C(=O)N)C3=CC=C(C=C3)OC3=CC=CC=C3 7-(N-methyl-1H-1,2,4-triazole-1-carboxamido)-2-(4-phenoxyphenyl)-4,5,5a,6,7,8,9,9a-octahydropyrazolo[1,5-a]quinazoline-3-carboxamide